N-(3-(1H-Imidazol-1-yl)-5-methylphenyl)-6-iodoquinolin-4-amine N1(C=NC=C1)C=1C=C(C=C(C1)C)NC1=CC=NC2=CC=C(C=C12)I